C(CCCCCCCCC=CCCC)(=O)O 10-Tetradecenoic acid